N-(2-((Methylamino)methyl)benzyl)-N-(2-oxo-2-((2'-oxo-1,1',2',3-tetrahydrospiro[indene-2,3'-pyrrolo[2,3-b]pyridin]-5-yl)amino)ethyl)pivalamide CNCC1=C(CN(C(C(C)(C)C)=O)CC(NC=2C=C3CC4(C(NC5=NC=CC=C54)=O)CC3=CC2)=O)C=CC=C1